1-(2,4,6-trimethylphenyl)-4,5-dimethyl-1H-imidazole CC1=C(C(=CC(=C1)C)C)N1C=NC(=C1C)C